4,5-Dihydro-2-(6-hydroxy-2-benzothiazolyl)-4-thiazolecarboxylic acid sodium salt [Na+].OC1=CC2=C(N=C(S2)C=2SCC(N2)C(=O)[O-])C=C1